C(C1=CC=CC=C1)N/C(/SCC=O)=N/C(OCC)=O (Z)-ethyl ((benzylamino)((2-oxoethyl)thio)methylene)carbamate